(3E)-3-[2-(dimethylamino)ethylidene]-1-[4-({4-[(5-fluoropyridin-3-yl)oxy]-3-methylphenyl}amino)pyrido[3,4-d]pyrimidin-6-yl]pyrrolidin-2-one CN(C\C=C/1\C(N(CC1)C1=CC2=C(N=CN=C2NC2=CC(=C(C=C2)OC=2C=NC=C(C2)F)C)C=N1)=O)C